1-isopropyl-3-(3-(tert-butylsulfonyl)phenyl)-5-methyl-pyrazole-4-ol C(C)(C)N1N=C(C(=C1C)O)C1=CC(=CC=C1)S(=O)(=O)C(C)(C)C